C1(CCCC1)[C@H]1COC[C@H]2NCCN[C@@H]21 (4aS,8R,8aR)-8-cyclopentyl-octahydro-1H-pyrano[3,4-b]pyrazine